C(C)(C)C=1C=CC(=C(C1)C=1C=C2CC(C(C2=CC1)NC(O[C@@H]1CN2CCC1CC2)=O)(C)C)OC (S)-quinuclidin-3-yl (5-(5-isopropyl-2-methoxyphenyl)-2,2-dimethyl-2,3-dihydro-1H-inden-1-yl)carbamat